2-cyclopentyl-N-(1-cyclopropyl-3-(methylsulfonyl)allyl)-4-phenoxypyrimidine-5-carboxamide C1(CCCC1)C1=NC=C(C(=N1)OC1=CC=CC=C1)C(=O)NC(C=CS(=O)(=O)C)C1CC1